CCCCCCCCCCCCCCCCC(=O)OC[C@H](COP(=O)(O)OC[C@@H](C(=O)O)N)OC(=O)CCCC/C=C\C/C=C\C/C=C\CCCCC 1-heptadecanoyl-2-(6Z,9Z,12Z-octadecatrienoyl)-glycero-3-phosphoserine